Hexadecyl diphenyl ether CCCCCCCCCCCCCCCCC1=CC=CC=C1OC2=CC=CC=C2